4-nitrothiazol-2-amine [N+](=O)([O-])C=1N=C(SC1)N